(2R,3S,4S)-4-hydroxy-2-[(4-methoxyphenyl)methyl]pyrrolidin-3-yl N-[(2S)-oxolan-2-ylmethyl]carbamate O1[C@@H](CCC1)CNC(O[C@H]1[C@H](NC[C@@H]1O)CC1=CC=C(C=C1)OC)=O